OCC1(CCC1)NC=1C2=C(N=C(N1)C1=CC=C(C=C1)C(C)(C)O)CC[S@]2=O |r| (R/S)-4-((1-(hydroxymethyl)cyclobutyl)amino)-2-(4-(2-hydroxypropan-2-yl)phenyl)-6,7-dihydrothieno[3,2-d]pyrimidine 5-oxide